P(=O)(OC(C)(C)C)(OCC([C@H](C[C@H]1C(NCC1)=O)NC([C@@H](NC(=O)C=1NC2=CC=CC(=C2C1)OC)CC(C)C)=O)=O)[O-] tert-butyl (3S)-3-({N-[(4-methoxy-1H-indol-2-yl)carbonyl]-L-leucyl}amino)-2-oxo-4-[(3S)-2-oxopyrrolidin-3-yl]butyl phosphate